O[C@@H](C(=O)O)C1=CC=CC=C1 (2R)-hydroxyphenylacetic acid